3-[(3R*,4R*)-3-(dimethylaminomethyl)tetrahydropyran-4-yl]-5-methylphenol CN(C)C[C@@H]1COCC[C@H]1C=1C=C(C=C(C1)C)O |o1:4,9|